(3S)-1-benzyl-3-methylazetidine-2-carboxylic acid tert-butyl ester hydrochloride Cl.C(C)(C)(C)OC(=O)C1N(C[C@@H]1C)CC1=CC=CC=C1